BrC=1N(C(=C(N1)C(=O)NS(=O)(=O)C1=C(C=CC(=C1)OC)Cl)Cl)C1C(C1)C(F)(F)F 2-bromo-5-chloro-N-[(2-chloro-5-methoxyphenyl)sulfonyl]-1-[2-(trifluoromethyl)cyclopropyl]-1H-imidazole-4-carboxamide